1-(3-(4-fluorophenyl)-7-methyl-2-(2-(methylamino)pyridin-4-yl)quinolin-5-yl)ethan-1-ol FC1=CC=C(C=C1)C=1C(=NC2=CC(=CC(=C2C1)C(C)O)C)C1=CC(=NC=C1)NC